(R)-(6-isopropoxy-2-methylpyridin-3-yl)-4-oxo-4,5-dihydro-3H-1-thia-3,5,8-triazaacenaphthylene-2-carboxamide C(C)(C)OC1=CC=C(C(=N1)C)N1C2=C(SC=3N=CC=C(NC1=O)C32)C(=O)N